Para-phenylazobenzoyl chloride C1(=CC=CC=C1)N=NC1=CC=C(C(=O)Cl)C=C1